(S)-N-[5-chloro-6-(4-(methoxymethyl)-2H-1,2,3-triazol-2-yl)pyridin-3-yl]-N'-(8-(1-methoxyethyl)-2-methylimidazo[1,2-b]pyridazin-7-yl)urea ClC=1C=C(C=NC1N1N=CC(=N1)COC)NC(=O)NC1=C(C=2N(N=C1)C=C(N2)C)[C@H](C)OC